FC(C1=NN=C(O1)C1=CC=2N(C=C1)C=C(N2)CN(C(=O)C2CCN(CC2)S(=O)(=O)C)C2=CC(=CC=C2)F)F N-((7-(5-(difluoromethyl)-1,3,4-oxadiazol-2-yl)imidazo[1,2-a]pyridin-2-yl)methyl)-N-(3-fluorophenyl)-1-(methylsulfonyl)piperidine-4-carboxamide